tert-butyl 3-(6-chloro-5-cyano-2-methylsulfonyl-pyrimidin-4-yl)-3,8-diazabicyclo[3.2.1]octane-8-carboxylate ClC1=C(C(=NC(=N1)S(=O)(=O)C)N1CC2CCC(C1)N2C(=O)OC(C)(C)C)C#N